P(OCC1=CC(=C(C(=C1)C(C)(C)C)O)C(C)(C)C)([O-])=O (3,5-di-t-butyl-4-hydroxybenzyl) phosphonate